3-chloro-5-[2-(3-{[4-(3-methylsulfonyl-propanesulfonyl)phenoxy]methyl}-4-methylpyrrolidin-1-yl)ethyl]benzonitrile ClC=1C=C(C#N)C=C(C1)CCN1CC(C(C1)C)COC1=CC=C(C=C1)S(=O)(=O)CCCS(=O)(=O)C